Methyl 2-((2-((tert-butoxycarbonyl)amino)pyrazolo[1,5-a]pyrimidine-3-carboxamido)methyl)-5-methylbenzofuran-7-carboxylate C(C)(C)(C)OC(=O)NC1=NN2C(N=CC=C2)=C1C(=O)NCC=1OC2=C(C1)C=C(C=C2C(=O)OC)C